sulfur cyanophthalimide (4,4-Difluorocyclohexyl)(phenyl)methyl-((S)-4-methyl-1-oxo-1-(((S)-1-oxo-3-((S)-2-oxopyrrolidin-3-yl)propan-2-yl)amino)pentan-2-yl)carbamate FC1(CCC(CC1)OC(N([C@H](C(N[C@H](C=O)C[C@H]1C(NCC1)=O)=O)CC(C)C)CC1=CC=CC=C1)=O)F.C(#N)C1=C2C(C(=O)NC2=O)=CC=C1.[S]